(((4-methyl-7,10-dioxadispiro[2.2.46.23]dodecane-4-yl)methyl)amino)-4-nitrobenzonitrile CC1(C2(CC2)CCC2(C1)OCCO2)CNC2=C(C#N)C=CC(=C2)[N+](=O)[O-]